2-bromo-6-(1-cyclopropyl-1-fluoroethyl)pyridine BrC1=NC(=CC=C1)C(C)(F)C1CC1